C(C)(=O)OCC1=C(SC(=C1)C(C)C)C(C)C [2,5-bis(propan-2-yl) thiophen-3-yl]Methyl acetate